C(=O)C1=CC=CC(=N1)C1=CC=C(S1)C(=O)O 5-(6-FORMYLPYRIDIN-2-YL)THIOPHENE-2-CARBOXYLIC ACID